N1(N=CC=C1)C1=CC=C(C=C1)C1=CC(=CC(=N1)C=O)C(=O)N1CCN(CC1)S(=O)(=O)C 6-(4-(1H-pyrazol-1-yl)phenyl)-4-(4-(methylsulfonyl)piperazine-1-carbonyl)pyridinecarbaldehyde